1-(4-(3-((4-amino-5-(2-methoxy-4-phenoxyphenyl)-7-meth-yl-7H-pyrrolo[2,3-d]pyrimidin-6-yl)eth-ynyl)azetidin-1-yl)-piperidin-1-yl)prop-2-en-1-one NC=1C2=C(N=CN1)N(C(=C2C2=C(C=C(C=C2)OC2=CC=CC=C2)OC)C#CC2CN(C2)C2CCN(CC2)C(C=C)=O)C